C[Si](C)(C)C(C#N)C trimethylsilyl-propionitrile